CC1(OC2=CC(=C(C=C2C(C1)C)O)C(C)(C)C)C 2,2,4-trimethyl-6-hydroxy-7-t-butylchroman